[N+](=O)([O-])C=1C=C(OCC(C(=O)OC(C)(C)C)=C)C=C(C1)C(F)(F)F tert-butyl 2-[[3-nitro-5-(trifluoromethyl)phenoxy] methyl]prop-2-enoate